C(C1=CC=CC=C1)[C@H]1COC2=CC(=CC=C2[C@@H]1O)C1=C(C=CC=C1)NS(=O)(=O)C(F)(F)F N-{2-[(3S,4R)-3-benzyl-4-hydroxy-3,4-dihydro-2H-chromen-7-yl]phenyl}-1,1,1-trifluoromethanesulfonamide